FC(C1=NC(NC2=CC=CC=C12)=O)(F)F 4-(trifluoromethyl)quinazolin-2(1H)-one